N6-(4-(carboxymethyl)piperazine-1-carbonyl)-L-lysine C(=O)(O)CN1CCN(CC1)C(=O)NCCCC[C@H](N)C(=O)O